OC[C@H]1NC([C@@H](N(C2=C(C1)C=CC(=C2)OC)C)C(C)C)=O (2S,5S)-5-(hydroxymethyl)-2-isopropyl-9-methoxy-1-methyl-1,4,5,6-tetrahydro-1,4-benzodiazocin-3(2H)-one